Tert-butyl ((1-(2-(1,1-dioxido-2,3-dihydrobenzo[f][1,4]thiazepin-4(5H)-yl)-6-methylquinazolin-4-yl)-3-hydroxypyrrolidin-3-yl)methyl)carbamate O=S1(CCN(CC2=C1C=CC=C2)C2=NC1=CC=C(C=C1C(=N2)N2CC(CC2)(O)CNC(OC(C)(C)C)=O)C)=O